COC1=NC=C(C2=C1N=C(S2)NC(=O)N2CC1(CC2)CCOCC1)C1=CC(=NC=C1)NC 8-Oxa-2-aza-spiro[4.5]decane-2-carboxylic acid [4-methoxy-7-(2-methylamino-pyridin-4-yl)-thiazolo[4,5-c]pyridin-2-yl]-amide